C(C)(C)(C)OC(=O)N1CC(CC1)COS(=O)(=O)C 3-(((methylsulfonyl)oxy)methyl)pyrrolidine-1-carboxylic acid tert-butyl ester